C12(CNCC2C1)N1N=CC(=C1)C1=NNC=2C1=NC(=C(C2)OC)C2=C1CCCC1=CC=C2 3-(1-(3-azabicyclo[3.1.0]hexan-1-yl)-1H-pyrazol-4-yl)-5-(2,3-dihydro-1H-inden-4-yl)-6-methoxy-1H-pyrazolo[4,3-b]pyridine